C1(CC1)NC(=O)C1=CC=2C(=NC=CC2C=2C=NC=C(C2)C2=CC=C(C=C2)N2C(CCC2)=O)N1 N-cyclopropyl-4-(5-(4-(2-oxopyrrolidin-1-yl)phenyl)pyridin-3-yl)-1H-pyrrolo[2,3-b]pyridine-2-carboxamide